FC(C1=NN=C(O1)C=1C=CC(=NC1)CN1C(N(C2=C1C=C(C(=C2)C2=COC=C2)F)C2CCN(CC2)C)=O)F 1-((5-(5-(difluoromethyl)-1,3,4-oxadiazol-2-yl)pyridin-2-yl)methyl)-6-fluoro-5-(furan-3-yl)-3-(1-methylpiperidin-4-yl)-1,3-dihydro-2H-benzo[d]imidazol-2-one